S1C2=C(C=C1C1=CC(=NC(=N1)C1=CN(C3=NC=C(C=C31)F)S(=O)(=O)C3=CC=C(C)C=C3)NC3C(C1CCC3CC1)C(=O)OC)C=CC=C2 (+/-)-trans-methyl 3-((6-(benzo[b]thiophen-2-yl)-2-(5-fluoro-1-tosyl-1H-pyrrolo[2,3-b]pyridine-3-yl)pyrimidin-4-yl)amino)bicyclo[2.2.2]octane-2-carboxylate